((2R,3S,4R,5R)-5-(4-aminopyrrolo[2,1-f][1,2,4]triazin-7-yl)-5-cyano-3,4-dihydroxytetrahydrofuran-2-yl)methyl 4-methylbenzoate CC1=CC=C(C(=O)OC[C@H]2O[C@@]([C@@H]([C@@H]2O)O)(C#N)C2=CC=C3C(=NC=NN32)N)C=C1